FC=1C=C2C=NN(C2=CC1C=1C=CC=C2C(=CC=NC12)CC(=O)O)C [8-(5-fluoro-1-methylindazol-6-yl)quinolin-4-yl]acetic acid